tert-butyl 4-[3-(3-bromo-2-methyl-phenoxy)-1-methyl-propyl]piperidine-1-carboxylate BrC=1C(=C(OCCC(C)C2CCN(CC2)C(=O)OC(C)(C)C)C=CC1)C